(R)-methanesulfonic acid-2-methyl-1-heptyl ester C[C@@H](COS(=O)(=O)C)CCCCC